C[C@H]1CN(C[C@@H](N1)C)C=1C=C2C(=NC(=NC2=CC1)C1=CC2=CN(N=C2C(=C1O)C)C)C 5-{6-[(3S,5S)-3,5-dimethylpiperazin-1-yl]-4-methylquinazolin-2-yl}-2,7-dimethylindazol-6-ol